[(6S,7R,8R)-8-benzyl-3-[[4-methoxy-3-(propanoyloxymethoxy)pyridine-2-carbonyl]amino]-6-methyl-4,9-dioxo-1,5-dioxonan-7-yl]2-methylpropanoate C(C1=CC=CC=C1)[C@@H]1[C@H]([C@@H](OC(C(COC1=O)NC(=O)C1=NC=CC(=C1OCOC(CC)=O)OC)=O)C)OC(C(C)C)=O